3-fluoro-2-(4-(((1R,2S)-2-hydroxycyclohexyl)amino)pyrido[3,4-d]pyridazin-1-yl)phenol FC=1C(=C(C=CC1)O)C1=C2C(=C(N=N1)N[C@H]1[C@H](CCCC1)O)C=NC=C2